C(C)OC(=O)C1=CC2=C(N1N)CC(C2)(C)C 1-amino-5,5-dimethyl-1,4,5,6-tetrahydrocyclopenta[b]pyrrole-2-carboxylic acid ethyl ester